5-(4-(4-methoxyphenyl)piperidine-1-carbonyl)-2-methyl-N-(6-(pyrrolidin-1-yl)pyridin-3-yl)benzamide COC1=CC=C(C=C1)C1CCN(CC1)C(=O)C=1C=CC(=C(C(=O)NC=2C=NC(=CC2)N2CCCC2)C1)C